3-methyl-8-(pyridin-2-yl)-5,6,7,8-tetrahydro-[1,2,4]triazolo[4,3-a]pyrazine CC1=NN=C2N1CCNC2C2=NC=CC=C2